C1(=C(C=CC=C1)C(O)(C1=CC(=C(C=C1)C)C)C1=CC(=C(C=C1)C)C)C1=CC=CC=C1 [1,1'-biphenyl]-2-ylbis(3,4-dimethylphenyl)methanol